C[SiH](C=CN(C)C)C dimethyl-dimethylaminovinylsilane